C(CCCCCCCCCC(C)C)C=1C(=C(C(=C(C1C(=O)[O-])C(=O)[O-])CCCCCCCCCCC(C)C)C(=O)[O-])CCCCCCCCCCC(C)C tri-(isotridecyl)-trimellitate